4-((3R*,5R*)-1-(3-Amino-6-(2-hydroxyphenyl)pyridazin-4-yl)-5-fluoropiperidin-3-yl)-3-methylbenzoic acid NC=1N=NC(=CC1N1C[C@H](C[C@H](C1)F)C1=C(C=C(C(=O)O)C=C1)C)C1=C(C=CC=C1)O |o1:9,11|